C(C)(C)(C)NS(=O)(=O)C1=NC(=CC=C1N[C@H](C)C=1C=C(C=C2C(C(=C(OC12)C1=NC=CC=C1)C)=O)C)Cl N-tert-Butyl-6-chloro-3-[[(1R)-1-[3,6-dimethyl-4-oxo-2-(2-pyridyl)-chromen-8-yl]ethyl]-amino]pyridine-2-sulfonamide